N-((1-isopropyl-5-methoxyindolin-6-yl)sulfonyl)-5-(pyridin-2-yl)quinoline-2-carboxamide C(C)(C)N1CCC2=CC(=C(C=C12)S(=O)(=O)NC(=O)C1=NC2=CC=CC(=C2C=C1)C1=NC=CC=C1)OC